5-bromo-2-chloro-3-fluoro-6-methyl-benzonitrile BrC=1C=C(C(=C(C#N)C1C)Cl)F